tert-butyl 6-[[2,6-difluoro-3-(5-fluoro-2-methoxypyridine-3-sulfonamido) phenyl]methoxy]-1-methyl-2-oxoimidazo[4,5-b]pyridine-3-carboxylate FC1=C(C(=CC=C1NS(=O)(=O)C=1C(=NC=C(C1)F)OC)F)COC=1C=C2C(=NC1)N(C(N2C)=O)C(=O)OC(C)(C)C